tert-butyl 2-[1-[2-bromo-4-[(2,6-dioxo-3-piperidyl)amino]phenyl]-4-hydroxy-4-piperidyl]acetate BrC1=C(C=CC(=C1)NC1C(NC(CC1)=O)=O)N1CCC(CC1)(O)CC(=O)OC(C)(C)C